N-(3-(hydroxymethyl)tetrahydrofuran-3-yl)-2-methyl-5-(pyridin-2-ylmethoxy)benzofuran OCC1(COCC1)N1C(C=CC=C1)COC=1C=CC2=C(C=C(O2)C)C1